N-[3-[5-chloro-2-(difluoromethoxy)phenyl]-1-[2-[4-(5-hydroxy-2-oxopiperidin-1-yl)piperidin-1-yl]-2-oxoethyl]-1H-pyrazol-4-yl]pyrazolo[1,5-a]pyrimidine-3-carboxamide formate salt C(=O)O.ClC=1C=CC(=C(C1)C1=NN(C=C1NC(=O)C=1C=NN2C1N=CC=C2)CC(=O)N2CCC(CC2)N2C(CCC(C2)O)=O)OC(F)F